3-(3-hydroxy-propoxy)propionic acid methyl ester COC(CCOCCCO)=O